glycidyl ether methyl-methacrylate COC(C(=C)C)=O.C(C1CO1)OCC1CO1